Br[C@@H]1C[C@@H](CCC1)Cl (1S,3R)-1-bromo-3-chlorocyclohexane